1-methyl-4-(1H-pyrazol-4-yl)-1H-benzo[d]imidazol-2-amine CN1C(=NC2=C1C=CC=C2C=2C=NNC2)N